(S)-3-(1-(2'-methyl-[1,1'-biphenyl]-4-yl)-2-oxo-1,2-dihydro-3H-imidazo[4,5-b]pyridin-3-yl)pyrrolidine-1-carboxylic acid tert-butyl ester C(C)(C)(C)OC(=O)N1C[C@H](CC1)N1C(N(C=2C1=NC=CC2)C2=CC=C(C=C2)C2=C(C=CC=C2)C)=O